3-(4-fluoro-1-oxo-5-(piperazin-1-yl-2,2,3,3,5,5,6,6-d8)isoindoline-2-yl)piperidine-2,6-dione FC1=C2CN(C(C2=CC=C1N1C(C(NC(C1([2H])[2H])([2H])[2H])([2H])[2H])([2H])[2H])=O)C1C(NC(CC1)=O)=O